Tert-butyl(3-((tert-butoxycarbonyl)(methyl)amino)propyl)(pyrrolidin-3-ylmethyl)carbamate C(C)(C)(C)OC(N(CC1CNCC1)CCCN(C)C(=O)OC(C)(C)C)=O